N-((2-(2,6-dioxapiperazin-3-yl)-1-oxoisoindolin-5-yl)methyl)pyridazine-3-carboxamide hydrochloride Cl.N1OC(NCO1)N1C(C2=CC=C(C=C2C1)CNC(=O)C=1N=NC=CC1)=O